N-(4-fluoro-3-(trifluoromethyl)benzyl)-3-((6-phenylpyridazin-3-yl)amino)benzamide FC1=C(C=C(CNC(C2=CC(=CC=C2)NC=2N=NC(=CC2)C2=CC=CC=C2)=O)C=C1)C(F)(F)F